(3R,4S)-3-fluoro-1-[4-({8-[(2R,3S)-3-(methanesulfonyl-methyl)-2-methylazetidin-1-yl]-5-(propan-2-yl)isoquinolin-3-yl}amino)pyrimidin-2-yl]piperidin-4-ol F[C@@H]1CN(CC[C@@H]1O)C1=NC=CC(=N1)NC=1N=CC2=C(C=CC(=C2C1)C(C)C)N1[C@@H]([C@H](C1)CS(=O)(=O)C)C